FC1=C(C=CC(=C1)OCCOC)NC1=CC=NC2=CC(=CC=C12)C N-(2-fluoro-4-(2-methoxy-ethoxy)phenyl)-7-methylquinolin-4-amine